2-(3-Methoxystyryl)tetrahydrofuran COC=1C=C(C=CC2OCCC2)C=CC1